2-(9-chlorononyl)oxirane ClCCCCCCCCCC1OC1